CNNC(=O)C1=CC=2C3=C(C=NC2C=C1)C=NN3C N',1-dimethyl-1H-pyrazolo[4,3-c]quinoline-8-carbohydrazide